C(C)NC(=O)C=1N=C(OC1C1=CC(=CC=C1)SC)C1=CC=C(C=C1)C(F)(F)F ethyl-5-(3-(methylthio)phenyl)-2-(4-(trifluoromethyl)phenyl)oxazole-4-carboxamide